ClC=1C(=NC=CC1)C(=O)N1CC(CC1)C1=C(C=C(C=C1)C(=O)C1=C(C=CC=C1)CC)CO (4-(1-(3-chloropicolinoyl)pyrrolidin-3-yl)-3-(hydroxymethyl)phenyl)(2-ethylphenyl)methanone